CC(C)N1N=CC=2C=NC(=CC21)NC2=NC(=NC(=C2)N2CCCC2)N2CC(C2)NC(CCC#C)=O N-{1-[4-{[1-(propan-2-yl)-1H-pyrazolo[4,3-c]pyridin-6-yl]amino}-6-(pyrrolidin-1-yl)pyrimidin-2-yl]azetidin-3-yl}pent-4-ynamide